FC1=C(C(=CC=C1)OC)C1=C(C=NC(=C1)C)C(=O)NC1=NN=C(S1)OCC12CC(C1)(C2)C(=O)OC methyl 3-(((5-(4-(2-fluoro-6-methoxyphenyl)-6-methylpyridine-3-amido)-1,3,4-thiadiazol-2-yl)oxy)methyl)bicyclo(1.1.1)pentane-1-carboxylate